9,9',9''-(6-(9H-carbazol-9-yl)-4-(9-phenyl-9H-carbazol-4-yl)pyridine-2,3,5-triyl)tris(9H-carbazole-3,6-dicarbonitrile) C1=CC=CC=2C3=CC=CC=C3N(C12)C1=C(C(=C(C(=N1)N1C2=CC=C(C=C2C=2C=C(C=CC12)C#N)C#N)N1C2=CC=C(C=C2C=2C=C(C=CC12)C#N)C#N)C1=CC=CC=2N(C3=CC=CC=C3C12)C1=CC=CC=C1)N1C2=CC=C(C=C2C=2C=C(C=CC12)C#N)C#N